2-(4'-((3-(2,6-dichlorophenyl)-5-isopropylisoxazol-4-yl)methoxy)-[1,1'-biphenyl]-4-yl)acetic acid ClC1=C(C(=CC=C1)Cl)C1=NOC(=C1COC1=CC=C(C=C1)C1=CC=C(C=C1)CC(=O)O)C(C)C